methyl 4-(4-cyclopropyl-1H-imidazol-1-yl)-5-fluoropyridinecarboxylate C1(CC1)C=1N=CN(C1)C1=CC(=NC=C1F)C(=O)OC